tert-butyl-3-(2-((3-acetamido-4-(3-(dimethylamino)-N-ethylpropanamido)phenyl)amino)-5-chloropyrimidin-4-yl)-1H-indole-1-carboxylate C(C)(C)(C)OC(=O)N1C=C(C2=CC=CC=C12)C1=NC(=NC=C1Cl)NC1=CC(=C(C=C1)N(C(CCN(C)C)=O)CC)NC(C)=O